COCCOC1=C(C=CC=C1)N(CCO)CCO 2,2'-((2-(2-methoxyethoxy)phenyl)azanediyl)bis(ethan-1-ol)